3-(6-Chloropyridin-3-yl)-N-(4-oxo-4,5-dihydro-2H-pyrazolo[4,3-c][1,7]naphthyridin-3-yl)propanamide ClC1=CC=C(C=N1)CCC(=O)NC=1NN=C2C1C(NC=1C=NC=CC21)=O